7-(4-bromo-3-chloro-benzoyl)-3-oxo-N-[(2-pyrazin-2-ylphenyl)methyl]-2-[4-(2,2,2-trifluoroethoxy)phenyl]-6,8-dihydro-5H-imidazo[1,5-a]pyrazine-1-carboxamide BrC1=C(C=C(C(=O)N2CC=3N(CC2)C(N(C3C(=O)NCC3=C(C=CC=C3)C3=NC=CN=C3)C3=CC=C(C=C3)OCC(F)(F)F)=O)C=C1)Cl